Allyl (6aS)-3,6-dihydroxy-2-methoxy-12-oxo-6,6a,7,8,9,10-hexahydrobenzo[e]pyrido[1,2-a][1,4]diazepine-5(12H)-carboxylate OC=1C(=CC2=C(N(C([C@H]3N(C2=O)CCCC3)O)C(=O)OCC=C)C1)OC